C(CCCCCCC\C=C/CCCCCCCC)(=O)C[C@H](C[N+](C)(C)C)C(CCCCCCC\C=C/CCCCCCCC)=O (R)-1,2-dioleoyl-3-trimethylammoniopropane